4-(benzylthio)-6-chloro-1-methyl-1H-indazole C(C1=CC=CC=C1)SC1=C2C=NN(C2=CC(=C1)Cl)C